NC1=C2N=CN(C2=NC(=N1)Cl)[C@H]1[C@@H]([C@@]([C@H](O1)CO[C@@H](C(=O)NO)C=1N=CSC1)(O)C#C)O (R)-2-(((2R,3s,4R,5R)-5-(6-amino-2-chloro-9H-purin-9-yl)-3-ethynyl-3,4-dihydroxytetrahydrofuran-2-yl)methoxy)-N-hydroxy-2-(thiazol-4-yl)acetamide